(R)-4-(4-bromo-5-methoxy-2-nitrophenyl)-3-(((methylsulfonyl)oxy)methyl)piperazine-1-carboxylic acid tert-butyl ester C(C)(C)(C)OC(=O)N1C[C@@H](N(CC1)C1=C(C=C(C(=C1)OC)Br)[N+](=O)[O-])COS(=O)(=O)C